FC1(OC2=C(O1)C=CC(=C2)CNC(=O)NC21CC(C2)(C1)C(F)(F)F)F 1-[(2,2-difluoro-1,3-benzodioxol-5-yl)methyl]-3-[3-(trifluoromethyl)-1-bicyclo[1.1.1]pentanyl]urea